[N+](=O)([O-])C=1C=C2C(=NC1N1CCCCC1)N=C(S2)N2CCOCC2 4-(6-nitro-5-(piperidin-1-yl)thiazolo[4,5-b]pyridin-2-yl)morpholine